(4-methoxyphenyl)-1H-pyrazol COC1=CC=C(C=C1)N1N=CC=C1